(5-amino-8-methylquinolin-6-yl)(6,7-difluoro-2-(tetrahydro-2H-pyran-2-yl)-2H-indazol-4-yl)methanone NC1=C2C=CC=NC2=C(C=C1C(=O)C=1C2=CN(N=C2C(=C(C1)F)F)C1OCCCC1)C